((2R,6R)-4-(2-aminooxazolo[4,5-c]pyridin-7-yl)-6-ethylmorpholin-2-yl)((S)-6,8-dichloro-1-methyl-3,4-dihydroisoquinolin-2(1H)-yl)methanone NC=1OC2=C(C=NC=C2N2C[C@@H](O[C@@H](C2)CC)C(=O)N2[C@H](C3=C(C=C(C=C3CC2)Cl)Cl)C)N1